2,2''-Dimethyl-2'-methoxy-1,1':3',1''-terphenyl CC1=C(C=CC=C1)C1=C(C(=CC=C1)C1=C(C=CC=C1)C)OC